difluoro-2-methyl-3,4-dihydro-2H-1-benzopyran FC1C(OC2=C(C1)C=CC=C2)(C)F